METHYL 3-METHOXY-5-(PYRIMIDIN-2-YLETHYNYL)BENZOATE COC=1C=C(C(=O)OC)C=C(C1)C#CC1=NC=CC=N1